C\C(=C/C(=O)O)\CC(=O)O (E)-3-methylpent-2-enedioic acid